tert-Butyl N-[(1S)-1-{2-[4-amino-1-(2H3)methyl-1H-pyrazol-5-yl]pyridin-4-yl}but-3-en-1-yl]carbamate NC=1C=NN(C1C1=NC=CC(=C1)[C@H](CC=C)NC(OC(C)(C)C)=O)C([2H])([2H])[2H]